C(C=C)(=O)N1C[C@@H](N(CC1)C=1C2=C(N(C(N1)=O)C1=C(C=CC=C1C)C1CC1)N=C(C=C2F)C2=C(C=CC=C2O)F)C (S)-4-(4-acryloyl-2-methylpiperazin-1-yl)-1-(6-methyl-2-cyclopropyl-phenyl)-5-fluoro-7-(2-fluoro-6-hydroxyphenyl)pyrido[2,3-d]pyrimidin-2(1H)-one